2-[(5-methoxy-1-benzofuran-2-carbonyl)amino]-3-pyridin-2-ylpropionic acid COC=1C=CC2=C(C=C(O2)C(=O)NC(C(=O)O)CC2=NC=CC=C2)C1